ClC=1C(=NC=CN1)N1N=CN(C1=O)C 2-(3-chloropyrazin-2-yl)-4-methyl-1,2,4-triazol-3-one